1-(2-Chlorophenyl)-7-cyclopropyl-4-((cyclopropylmethyl)amino)-6-fluoroquinazolin-2(1H)-one ClC1=C(C=CC=C1)N1C(N=C(C2=CC(=C(C=C12)C1CC1)F)NCC1CC1)=O